trans-4-((4-(2-Cyclopropylthiazol-5-yl)pyridin-2-yl)((trans-4-(4-methoxy-3-methylphenyl)cyclohexyl)methyl)carbamoyl)cyclohexyl (2-hydroxyethyl)carbamate OCCNC(O[C@@H]1CC[C@H](CC1)C(N(C[C@@H]1CC[C@H](CC1)C1=CC(=C(C=C1)OC)C)C1=NC=CC(=C1)C1=CN=C(S1)C1CC1)=O)=O